2-(difluoromethyl)-3-(4,4,5,5-tetramethyl-1,3,2-dioxaborolan-2-yl)pyridine FC(C1=NC=CC=C1B1OC(C(O1)(C)C)(C)C)F